OC1(CCN2CCC(CC2C1)=O)C1=C(C=CC=C1)OC 8-hydroxy-8-(2-methoxyphenyl)hexahydro-1H-quinolizin-2(6H)-one